3,3-dimethyl-2-(5,6,7,8-tetra(3,5-dimethylphenyl)-1-isoquinolyl)isoindol-1-one CC1(N(C(C2=CC=CC=C12)=O)C1=NC=CC2=C(C(=C(C(=C12)C1=CC(=CC(=C1)C)C)C1=CC(=CC(=C1)C)C)C1=CC(=CC(=C1)C)C)C1=CC(=CC(=C1)C)C)C